O=C1NN=C(C2=CC=CC=C12)C1=CC=C(C=C1)NS(=O)(=O)N N-(4-(4-oxo-3,4-dihydrophthalazin-1-yl)phenyl)sulfamide